2-(4-bromophenyl)-N'-(pyridine-2-yl)acethydrazide BrC1=CC=C(C=C1)CC(=O)NNC1=NC=CC=C1